C(C)(C)(C)O[C@H](C(=O)OCC)C1=C(C2=C(N=C(S2)C=2C=C3C(=NN(C3=CC2)C)[C@@H]2CN(CC2)C(=O)OC(C)(C)C)C=C1C)C1=CC=C(C=C1)Cl tert-butyl (S)-3-(5-(6-((S)-1-(tert-butoxy)-2-ethoxy-2-oxoethyl)-7-(4-chlorophenyl)-5-methylbenzo[d]thiazol-2-yl)-1-methyl-1H-indazol-3-yl)pyrrolidine-1-carboxylate